racemic-2,6-dimethyl-tyrosine CC1=C(C[C@H](N)C(=O)O)C(=CC(=C1)O)C |r|